ClC1=C(C=C2C(C(NC2=C1)=O)=C(C1=CC(=NO1)OC)O)C1=CC=C(C=C1)OCC=1C=NC=CC1 6-chloro-3-[hydroxy-(3-methoxyisoxazol-5-yl)methylene]-5-[4-(3-pyridylmethoxy)phenyl]indolin-2-one